2,2,6-trimethyl-6-vinyltetrahydro-2H-pyran-3-ol CC1(OC(CCC1O)(C=C)C)C